O=C1NC(CCC1N1C(C2=CC=C(C=C2C1)CNC(=O)C=1COC2=C(C=CC=C2C1)F)=O)=O N-((2-(2,6-dioxopiperidin-3-yl)-1-oxoisoindolin-5-yl)methyl)-8-fluoro-2H-chromene-3-carboxamide